CC1(C(N(CC1)C=1N=CC=2N(C1)C(=CN2)C2=CC=CC(=N2)N[C@H]2CN(C[C@@H]2F)C(=O)OC(C)(C)C)=O)C tert-butyl (3S,4S)-3-[[6-[6-(3,3-dimethyl-2-oxo-pyrrolidin-1-yl)imidazo[1,2-a]pyrazin-3-yl]-2-pyridyl]amino]-4-fluoro-pyrrolidine-1-carboxylate